3-(2-fluoro-4-piperazin-1-yl-phenyl)piperidine-2,6-dione FC1=C(C=CC(=C1)N1CCNCC1)C1C(NC(CC1)=O)=O